α,α-diethyl-valeric acid C(C)C(C(=O)O)(CCC)CC